nitrocytidine C1=CN(C(=O)N=C1N)[C@]2([C@@H]([C@@H]([C@H](O2)CO)O)O)[N+](=O)[O-]